N-phenyl-phenylethyl-acrylamide (9H-fluoren-9-yl)methyl-N-[2-({1-[(tert-butyldiphenylsilyl)oxy]hex-4-yn-2-yl}oxy)ethyl]-N-methylcarbamate C1=CC=CC=2C3=CC=CC=C3C(C12)COC(N(C)CCOC(CO[Si](C1=CC=CC=C1)(C1=CC=CC=C1)C(C)(C)C)CC#CC)=O.C1(=CC=CC=C1)NC(C(=C)CCC1=CC=CC=C1)=O